ClCC(CCl)Cl L-1,2,3-trichloropropane